6-chloro-3-(chlorodifluoromethyl)-[1,2,4]triazolo[4,3-a]pyrazine ClC=1N=CC=2N(C1)C(=NN2)C(F)(F)Cl